C1(CC1)C1=CC(=C(C=C1)N1N=C2CCNC[C@H]3C2=C1CCN3C(=O)OC(C)(C)C)CO |o1:16| tert-butyl (R or S)-2-(4-cyclopropyl-2-(hydroxymethyl)phenyl)-2,3,4,5a,6,7,8,9-octahydro-5H-1,2,5,7-tetraazabenzo[cd]azulene-5-carboxylate